CC1=NC=CC(=C1)C(=O)N(C)OC N-methoxy-N,2-dimethylisonicotinamide